2-(2-bromoethyl)-6-isobutylpyridine BrCCC1=NC(=CC=C1)CC(C)C